(R)-2-((4-(4-amino-2-fluorophenoxy)-1-(4-methoxybenzyl)-1H-pyrazolo[3,4-b]pyridin-3-yl)amino)-1-propanol NC1=CC(=C(OC2=C3C(=NC=C2)N(N=C3N[C@@H](CO)C)CC3=CC=C(C=C3)OC)C=C1)F